methyl 4-{3-[(tert-butoxycarbonyl)(cyclopropyl)amino]pyrrolidin-1-yl}-2-methylindazole-7-carboxylate C(C)(C)(C)OC(=O)N(C1CN(CC1)C=1C2=CN(N=C2C(=CC1)C(=O)OC)C)C1CC1